Methyl-(5S)-2-(4-methoxybenzyl)-3-oxo-2,3,5,6,7,8-hexahydro[1,2,4]triazolo[4,3-a]pyridine-5-Carboxylate COC(=O)[C@@H]1CCCC=2N1C(N(N2)CC2=CC=C(C=C2)OC)=O